OCC1=C(C(=C(OCCCC(=O)O)C=C1)OC)[N+](=O)[O-] 4-(4-hydroxymethyl-3-nitro-2-methoxyphenoxy)butyric acid